2-((1r,2r)-2-aminocyclohexyl)-3,5-dichloro-N-(furan-2-ylmethyl)thieno[3,2-b]pyridin-7-amine N[C@H]1[C@@H](CCCC1)C1=C(C2=NC(=CC(=C2S1)NCC=1OC=CC1)Cl)Cl